N-(2-aminoethyl)-1-[2-chloro-4-[[5-[4-(difluoromethoxy)-2,3-difluoro-phenyl]-1-methyl-imidazole-2-carbonyl]amino]benzoyl]piperidine-4-carboxamide NCCNC(=O)C1CCN(CC1)C(C1=C(C=C(C=C1)NC(=O)C=1N(C(=CN1)C1=C(C(=C(C=C1)OC(F)F)F)F)C)Cl)=O